5-((5-ethynylpyridin-3-yl)oxy)-1H-1,2,3-triazole-4-carboxylic acid C(#C)C=1C=C(C=NC1)OC1=C(N=NN1)C(=O)O